C(#N)C(C#N)=CC1=CC=C(S1)C1=CC=C(C=C1)N [4-(5-dicyanomethylidenemethyl-2-thienyl)phenyl]amine